[1,2,4]triazolo[1,5-a]pyrimidine-5,7-diol N1=CN=C2N1C(=CC(=N2)O)O